OC=1C=C(C=CC1O)C1=CC=CC=C1C(=O)O 3,4-dihydroxybenzenebenzoic acid